3-[N'-(Naphthalen-1-yl)-N'-methylhydrazinyl]-4-[(5-amino-2-methylphenyl)amino]cyclobut-3-ene-1,2-dione C1(=CC=CC2=CC=CC=C12)N(NC=1C(C(C1NC1=C(C=CC(=C1)N)C)=O)=O)C